B(F)(F)F.FC1(C(C1)[K])F (2,2-difluorocyclopropyl)potassium trifluoroborate